[C@H]12[C@H](C[C@H]([C@H](C1)NC(C1=CC=C(C=C1)C(F)(F)F)=O)C2)NC(C2=CC=C(C=C2)C(F)(F)F)=O |r| N,N'-[rac-(1R,2S,4R,5S)-bicyclo[2.2.1]heptane-2,5-diyl]bis[4-(trifluoromethyl)benzamide]